methyl 1,2,6,7-tetraethoxyphenanthrene-9-carboxylate C(C)OC1=C(C=CC=2C3=CC(=C(C=C3C(=CC12)C(=O)OC)OCC)OCC)OCC